C1=CC=CC=2C3=CC=CC=C3C(C12)COC(=O)N[C@H](C(=O)O)CCCCF (S)-2-((((9H-fluoren-9-yl)methoxy)carbonyl)amino)-6-fluorohexanoic acid